2-{9-[(1s,3s)-3-hydroxy-3-methylcyclobutyl]-9H-pyridazino[3,4-b]indol-3-yl}-3-methyl-5-(trifluoromethyl)phenol OC1(CC(C1)N1C2=C(C3=CC=CC=C13)C=C(N=N2)C2=C(C=C(C=C2C)C(F)(F)F)O)C